tetramethyl-N-methyliminodiacetic acid CC(C(=O)O)(N(C)C(C(=O)O)(C)C)C